ClC1=CC=C(C=C1)C(CC#N)(C)O 3-(4-chlorophenyl)-3-hydroxybutyronitrile